(S)-N-((S)-1-(3-fluoro-5-methoxyphenyl)-2-hydroxyethyl)-2-(2-(5-methyl-2-((1-methyl-1H-pyrazol-5-yl)amino)pyrimidin-4-yl)-4-oxo-6,7-dihydrothieno[3,2-c]pyridin-5(4H)-yl)propanamide FC=1C=C(C=C(C1)OC)[C@@H](CO)NC([C@H](C)N1C(C2=C(CC1)SC(=C2)C2=NC(=NC=C2C)NC2=CC=NN2C)=O)=O